4-(((1r,4r)-4-(hydroxymethyl)cyclohexyl)amino)-1H-pyrrole OCC1CCC(CC1)NC=1C=CNC1